C(CCCCCCC)(=O)OF perfluoro octanoate